tetradecynedioic acid C(C#CCCCCCCCCCCC(=O)O)(=O)O